6-(5-chloro-2-fluorophenyl)-N-[2-(4-methylpiperazine-1-carbonyl)-1-{[2-(trimethylsilyl)ethoxy]methyl}-1H-pyrrolo[2,3-b]pyridin-4-yl]pyridazin-4-amine ClC=1C=CC(=C(C1)C1=CC(=CN=N1)NC1=C2C(=NC=C1)N(C(=C2)C(=O)N2CCN(CC2)C)COCC[Si](C)(C)C)F